thiazol-2-one S1C(NC=C1)=O